6-(4-cyanophenyl)-N-(1-methyl-3-(pyridin-2-yl)-1H-pyrazol-4-yl)picolinamide C(#N)C1=CC=C(C=C1)C1=CC=CC(=N1)C(=O)NC=1C(=NN(C1)C)C1=NC=CC=C1